OC(CC(C(=O)O)=O)CCO 4,6-dihydroxy-2-oxo-hexanoic acid